(4aS,8aS)-3-oxo-hexahydro-2H-pyrido[4,3-b][1,4]Oxazine-6(5H)-carboxylic acid tert-butyl ester C(C)(C)(C)OC(=O)N1C[C@H]2[C@@H](OCC(N2)=O)CC1